OC(C)C1=CC(OC2=C3CCCN4C3=C(C=C21)CCC4)=O 9-(1-hydroxyethyl)-2,3,6,7-tetrahydro-1H,5H,11H-pyrano[2,3-f]pyrido[3,2,1-ij]quinolin-11-one